S1C(=NC2=C1C=CC=C2)C2=C(SC=1CN(CCC12)C(=O)OC(C)(C)C)NC(C(=O)NCCN(C(C)C)C(=O)OC(C)(C)C)=O tert-butyl 3-(benzo[d]thiazol-2-yl)-2-(2-((2-((tert-butyloxycarbonyl)(isopropyl)amino)ethyl)amino)-2-oxoacetylamino)-4,7-dihydrothieno[2,3-c]pyridine-6(5H)-carboxylate